O(C1=CC=CC=C1)P(=O)(OC[C@@H](C)N1C(=NN=C1)C1=NC(=CC=C1)NC(NC1=NC=CC(=C1)C(=O)N1CCCCC1)=O)N[C@H](C(=O)OC(C)C)C Propan-2-yl (2S)-2-([phenoxy[(2R)-2-[3-[6-([[4-(piperidine-1-carbonyl)pyridin-2-yl]carbamoyl]amino)pyridin-2-yl]-4H-1,2,4-triazol-4-yl]propoxy]phosphoryl]amino)-propanoate